N-(6-methoxybenzo[d]thiazol-2-yl)-2-((2-(3-methoxyphenyl)-4-oxo-4H-chromen-3-yl)oxy)acetamide COC1=CC2=C(N=C(S2)NC(COC2=C(OC3=CC=CC=C3C2=O)C2=CC(=CC=C2)OC)=O)C=C1